The molecule is a tertiary amine and a member of thioxanthenes. It has a role as a non-narcotic analgesic, an antiemetic, a sedative, a cholinergic antagonist, a dopaminergic antagonist and a first generation antipsychotic. CN(C)CC/C=C/1\\C2=CC=CC=C2SC3=C1C=C(C=C3)Cl